(S)-2-(benzo[d]thiazol-2-ylamino)-4-((2-(3,5-difluorophenoxy)-ethyl)(4-(5,6,7,8-tetrahydro-1,8-naphthyridin-2-yl)butyl)amino)butanoic acid S1C(=NC2=C1C=CC=C2)N[C@H](C(=O)O)CCN(CCCCC2=NC=1NCCCC1C=C2)CCOC2=CC(=CC(=C2)F)F